1-(2-(8-((3-methyl-4-((1-methyl-1H-benzo[d][1,2,3]triazol-5-yl)oxy)phenyl)amino)pyrimido[5,4-d]pyrimidin-2-yl)-2,6-diazaspiro[3.4]octan-6-yl)prop-2-en-1-one CC=1C=C(C=CC1OC1=CC2=C(N(N=N2)C)C=C1)NC1=NC=NC2=C1N=C(N=C2)N2CC1(C2)CN(CC1)C(C=C)=O